perfluoroethylbutyl ether FC(C(C(C(F)(F)F)(F)F)(F)F)(C(C(F)(F)F)(F)F)OC(C(C(C(F)(F)F)(F)F)(F)F)(F)C(C(F)(F)F)(F)F